iodopropyl-tin ICCC[Sn]